CC(CO)CCCC(C)C 2,6-Dimethylheptan-1-ol